(S)-1-(3-(5,6-dihydroxypyrimidin-4-yl)-2-(4-((4-(morpholinomethyl)phenyl)ethynyl)phenyl)propyl)azetidine-3-carbonitrile OC=1C(=NC=NC1O)C[C@H](CN1CC(C1)C#N)C1=CC=C(C=C1)C#CC1=CC=C(C=C1)CN1CCOCC1